CC1([C@@H](C[C@@H]1\C(\C)=N\[S@@](=O)C(C)(C)C)NC(OC(C)(C)C)=O)C tert-butyl [(1R,3S)-2,2-dimethyl-3-{(1E)-N-[(S)-2-methylpropane-2-sulfinyl]ethaneimidoyl}cyclobutyl]carbamate